C(C)(C)(C)OC(=O)N1C[C@H](C(CC1)=O)C1=CC=C(C=C1)C(=O)OC.ClC=1C=C(C=CC1)N1CCN(C2=CC=CC=C12)C(CN1CCN(CC1)C)=O |r| 1-(4-(3-chlorophenyl)-3,4-dihydroquinoxalin-1(2H)-yl)-2-(4-methylpiperazin-1-yl)ethan-1-one tert-butyl-(±)-3-(4-(methoxycarbonyl)phenyl)-4-oxopiperidine-1-carboxylate